(2R,4r,6S)-tert-butyl 4-(3-((trans)-4-(3-(4-cyano-3-(trifluoromethyl) phenyl)-5,5-dimethyl-4-oxo-2-thioxoimidazolidin-1-yl) cyclohexyl) propoxy)-2,6-dimethylpiperidin-1-carboxylate C(#N)C1=C(C=C(C=C1)N1C(N(C(C1=O)(C)C)[C@@H]1CC[C@H](CC1)CCCOC1C[C@H](N([C@H](C1)C)C(=O)OC(C)(C)C)C)=S)C(F)(F)F